C(=CC)C(=O)O (1-propenyl)-carboxylic acid